ClC=1C(=NC(=NC1)N[C@H]1CN(CC1)CC(=O)N1CCC(CC1)CN1CCN(CC1)C=1C=C2CN(CC2=CC1)C1C(NC(CC1)=O)=O)C1=CNC2=CC=CC=C12 5-(4-((1-(2-((R)-3-((5-chloro-4-(1H-indol-3-yl)pyrimidin-2-yl)amino)pyrrolidine-1-yl)acetyl)piperidin-4-yl)methyl)piperazin-1-yl)-2-(2,6-dioxopiperidin-3-yl)isoindoline